C(=O)C1=CC=C(O1)N(CC(=O)NCCOC)C 2-[(5-FORMYLFURAN-2-YL)(METHYL)AMINO]-N-(2-METHOXYETHYL)ACETAMIDE